NC([C@H](C)NC(C1=CC(=CC(=C1)C(F)(F)F)C(F)(F)F)=O)=O N-[(1S)-2-amino-1-methyl-2-oxo-ethyl]-3,5-bis(trifluoromethyl)benzamide